NC1=C(C(=C(C=2C(C3=CC=CC=C3C(C12)=O)=O)N)C#N)C#N 1,4-diamino-2,3-dicyano-anthraquinone